1-oxaspiro[4.4]non-3-ene O1CC=CC12CCCC2